ClC=1C(C(=C(C(C1NCC1=CC=C(C=C1)OC)=O)C1=C(NC2=CC=CC=C12)C)Cl)=O 2,6-dichloro-3-(4-methoxybenzyl)amino-5-(2-methyl-1H-indol-3-yl)cyclohexane-2,5-diene-1,4-dione